(2S,3R)-3-acetamido-1-[3-cyano-6-methyl-4-(trifluoromethyl)-2-pyridyl]-N-methyl-N-(m-tolyl)pyrrolidine-2-carboxamide C(C)(=O)N[C@H]1[C@H](N(CC1)C1=NC(=CC(=C1C#N)C(F)(F)F)C)C(=O)N(C=1C=C(C=CC1)C)C